C(C)(C)(C)C=1C=C(N(N1)C1=CC(=CC=C1)F)NC(=O)NC1=C(C=C(C=C1)OC1=CC=NC=2NC(CCC12)=O)C(F)(F)F 1-[5-tert-butyl-2-(3-fluorophenyl)pyrazol-3-yl]-3-[4-[(7-oxo-6,8-dihydro-5H-1,8-naphthyridin-4-yl)oxy]-2-(trifluoromethyl)phenyl]urea